Cl.C(C)C1=C2CC(CC2=CC=C1)N 4-ethyl-2,3-dihydro-1H-inden-2-amine hydrochloride